ClC1=C(C=CC(=C1)OCC(CCCCCCCCCC)CCCCCCCC)C=C1C2=CC(=CC=C2C=2C=CC(=CC12)Br)Br.O1N=NC2=C1C=CC=C2 benzoxadiazole compound with 9-(2-chloro-4-(2-octyldodecyloxy)phenylmethylene)-2,7-dibromofluorene